ClC1=CC(=NC=2C3CCC(C12)O3)C#N 4-chloro-5,6,7,8-tetrahydro-5,8-epoxyquinoline-2-carbonitrile